FC=1C(=C(C=O)C=C(C1)C1=NC(=NN1)C1=CC=CC=C1)O 3-fluoro-2-hydroxy-5-(3-phenyl-1H-1,2,4-triazol-5-yl)benzaldehyde